COC=1C=C2C=CN=C(C2=CC1NCCC)NC1=CC=C(C=C1)S(=O)(=O)C 6-Methoxy-N1-(4-methylsulfonylphenyl)-N7-propyl-isoquinoline-1,7-diamine